1-(3-Chlorophenyl)-9-phenyldibenzo[b,d]furan ClC=1C=C(C=CC1)C1=CC=CC=2OC3=C(C21)C(=CC=C3)C3=CC=CC=C3